ClC1=C(C=CC=C1C)N1N=CC2=C1COC[C@@H]2NC(=O)C=2N=CN1C2CCCC1 (R)-N-(1-(2-chloro-3-methylphenyl)-1,4,5,7-tetrahydropyrano[3,4-c]pyrazol-4-yl)-5,6,7,8-tetrahydroimidazo[1,5-a]pyridine-1-carboxamide